C(C)N(C(=O)C1CC=CCC1)CC N,N-diethylcyclohex-3-ene-1-carboxamide